C(C)(C)C1=C(O)C=C(C=C1O)O mono-isopropylphloroglucinol